Cl.NCCOCCOCC(=O)O 2-[2-(2-aminoethoxy)ethoxy]acetic acid hydrochloride